2-(3-((S)-1-(((R)-phenyl((S)-1,2,3,4-tetrahydropyrido[2,3-b]pyrazin-3-yl)methyl)amino)propan-2-yl)phenyl)acetic acid C1(=CC=CC=C1)[C@H]([C@@H]1CNC2=C(N1)N=CC=C2)NC[C@@H](C)C=2C=C(C=CC2)CC(=O)O